(Z-E)-3,4,5-trimethoxy-4'-(1,1-difluoroethyl)stilbene COC=1C=C(C=C(C1OC)OC)\C=C/C1=CC=C(C=C1)C(C)(F)F